oxazazepine O1N=NC=CC=C1